(6-(5-chloro-1H-pyrazol-4-yl)-1-(((S)-1-methylazetidin-2-yl)methyl)-1H-indol-3-yl)((S)-6-methoxychroman-3-yl)methanone ClC1=C(C=NN1)C1=CC=C2C(=CN(C2=C1)C[C@H]1N(CC1)C)C(=O)[C@@H]1COC2=CC=C(C=C2C1)OC